CC1(N(C(N(C1=O)C1=CC(=C(C#N)C=C1)C(F)(F)F)=O)CCNC1=C2C=CN=CC2=CC=C1)C 4-(4,4-dimethyl-2,5-dioxo-3-(2-(isoquinolin-5-ylamino)ethyl)imidazolin-1-yl)-2-(trifluoromethyl)benzonitrile